N-cyclohexyl-1-(2-(methylthio)phenyl)-N-((2-(methylthio)phenyl)(4-(tributylsilyl)phenyl)phosphaneyl)-1-(4-(tributylsilyl)phenyl)phosphanamine C1(CCCCC1)N(P(C1=CC=C(C=C1)[Si](CCCC)(CCCC)CCCC)C1=C(C=CC=C1)SC)P(C1=CC=C(C=C1)[Si](CCCC)(CCCC)CCCC)C1=C(C=CC=C1)SC